C(C1=CC=CC=C1)OC1=CC(=C(C=C1C1CC1)C1=C(C=C(C(=C1)C1CC1)OCC1=CC=CC=C1)F)Br 4,4'-bis(benzyloxy)-2-bromo-5,5'-dicyclopropyl-2'-fluoro-1,1'-biphenyl